C(#N)C=1C=C(C[B-](F)(F)F)C=CC1.[K+].OC=1C=C(C=C(C1O)O)CON1C(C=2C(C1=O)=CC=CC2)=O N-(3,4,5-trihydroxyphenylmethoxy)phthalimide potassium (3-cyanobenzyl)trifluoroborate